ClC1=CC=C(CN2N=C3C4=C(CCC3=C2)OC(=C4C)C(=O)NCC=4N(C=CN4)C)C=C1 2-(4-chlorobenzyl)-8-methyl-N-[(1-methyl-1H-imidazol-2-yl)methyl]-4,5-dihydro-2H-furo[2,3-g]indazole-7-carboxamide